OC1=C(C=CC(=C1)OC(F)(F)F)C=1C(N(C(=NN1)N[C@H]1CN(CCC1)C)C)=O (R)-6-(2-hydroxy-4-(trifluoromethoxy)phenyl)-4-methyl-3-((1-methylpiperidin-3-yl)amino)-1,2,4-triazine-5(4H)-one